CO[C@@H]1C[C@@H]2[C@H]([C@H]3C1=CCCCC=C(CC3)O[Si](C)(C)C)C2(C)C {[(1ar,3r,11as,11br)-3-methoxy-1,1-dimethyl-1a,2,3,5,6,7,10,11,11a,11b-decahydro-1h-cyclopropa[3,4]benzo[1,2-a]cyclodecen-9-yl]oxy}(trimethyl)silane